tris-{2-(2-benzothiophenyl)pyridyl}iridium S1C(=CC2=C1C=CC=C2)C2=NC=CC=C2[Ir](C=2C(=NC=CC2)C=2SC1=C(C2)C=CC=C1)C=1C(=NC=CC1)C=1SC2=C(C1)C=CC=C2